6-benzyl 2-(tert-butyl) 8,8-difluoro-2,6-diazaspiro[3.4]octane-2,6-dicarboxylate FC1(CN(CC12CN(C2)C(=O)OC(C)(C)C)C(=O)OCC2=CC=CC=C2)F